4,4-difluoro-3-hydroxy-6,7-dimethoxy-3,4-dihydroisoquinolin-1(2H)-one FC1(C(NC(C2=CC(=C(C=C12)OC)OC)=O)O)F